Cl.FC=1C=CC=C2C=C(NC(C12)=O)CCC(=O)N1CCN(CC1)C1=CC=C(C#N)C=C1 4-(4-(3-(8-fluoro-1-oxo-1,2-dihydroisoquinolin-3-yl)propanoyl)piperazin-1-yl)benzonitrile hydrochloride